ClC=1C=CC=C2C=C(N=CC12)C=1C=CC(=NC1)C(=O)NC 5-(8-chloroisoquinolin-3-yl)-N-methylpyridineamide